2,5-dichloro-4-(1-cyclohexylpyrazol-3-yl)pyrimidine ClC1=NC=C(C(=N1)C1=NN(C=C1)C1CCCCC1)Cl